NC1=CC(=CC(=N1)C(=O)N1CCN(CC1)C)C=1C=NC=C(C1)OC(C)C1=C(C(=CC=C1Cl)F)Cl {6'-amino-5-[1-(2,6-dichloro-3-fluoro-phenyl)-ethoxy]-[3,4']bipyridinyl-2'-yl}-(4-methyl-piperazin-1-yl)-methanone